NC1=CC(=C(C(=C1)F)N1CCN(CC1)C(C)C1CCN(CC1)C(=O)OC(C)(C)C)F tert-butyl 4-[1-[4-(4-amino-2,6-difluoro-phenyl)piperazin-1-yl]ethyl]piperidine-1-carboxylate